C/C(/C=O)=C/C=1NC=CC1 (Z)-2-METHYL-3-(1H-PYRROL-2-YL)-2-PROPENAL